N1C=NC2=C1C=CC(=C2)NC(CN)C2=CC=C(C=C2)C=2SC(=CC2)C N1-(1H-benzoimidazol-5-yl)-1-[4-(5-methylthiophen-2-yl)phenyl]ethane-1,2-diamine